ethyl 3-formyl-1-methyl-1H-pyrazole-5-carboxylate C(=O)C1=NN(C(=C1)C(=O)OCC)C